O1COC2=C1C=CC=C2CNC2=NC=C(C=1N2C=C(N1)C(=O)OCC)Br ethyl 5-((benzo[d][1,3]dioxol-4-ylmethyl)amino)-8-bromoimidazo[1,2-c]pyrimidine-2-carboxylate